C1(CCCC1)N1C(C=C(C2=C1N=C(N=C2)N2CCC(CC2)NCCC2=CC=CC=C2)C#CC=2SC=CC2)=O 8-cyclopentyl-2-(4-(phenethylamino)piperidin-1-yl)-5-(thien-2-ylethynyl)pyrido[2,3-d]pyrimidin-7-one